5,8-dihydro-6H-pyrano[3,4-b]pyridin-2-amine N1=C2C(=CC=C1N)CCOC2